N-((1r,4r)-4-(acetamidomethyl)cyclohexyl)-5-(1H-imidazol-1-yl)-1H-pyrazolo[4,3-d]pyrimidine-7-carboxamide C(C)(=O)NCC1CCC(CC1)NC(=O)C=1C2=C(N=C(N1)N1C=NC=C1)C=NN2